3-[1-(4-piperidyl)indazol-3-yl]piperidine-2,6-dione N1CCC(CC1)N1N=C(C2=CC=CC=C12)C1C(NC(CC1)=O)=O